C(CCCCCCC\C=C/C\C=C/CCCCC)OC(CCCCCCCC(=O)OC)C(CCCCCCCC)OCCCCCCCC\C=C/C\C=C/CCCCC Methyl (±)-syn-9,10-dilinoleoxystearate